Cl.N1[C@H](CCCC1)CNC(=O)C1=CN(CCS1)C1=C2N=CNC2=NC=N1 (R)-N-(piperidin-2-ylmethyl)-4-(9H-purin-6-yl)-3,4-dihydro-2H-1,4-thiazine-6-carboxamide hydrochloride